FC1=C(NC(C(=O)O)=O)C(=C(C(=C1F)F)F)F 2,3,4,5,6-pentafluoroanilino(oxo)acetic acid